C1(CC1)NC(C1=C(C=C(C=C1OC)C1=CN=C2N1C=CC(=C2)OC[C@@H]2CN(CCC2)C2COC2)OC(F)F)=O N-cyclopropyl-2-(difluoromethoxy)-6-methoxy-4-[7-[[(3S)-1-(oxetan-3-yl)-3-piperidyl]methoxy]imidazo[1,2-a]pyridin-3-yl]benzamide